S(O)(O)=O.S(=O)(O)O hydrogen sulphite (bisulfite)